FC=1C=CC(=NC1)C1=NN2C(COC(C2)(C)C)=C1 2-(5-Fluoro-2-pyridyl)-6,6-dimethyl-4,7-dihydropyrazolo[5,1-c][1,4]oxazin